pentazocine benzoate gluconate O=C([C@H](O)[C@@H](O)[C@H](O)[C@H](O)CO)O.C(C1=CC=CC=C1)(=O)O.OC1=CC=2C3(C)C(C)C(CC2C=C1)N(CC=C(C)C)CC3